FC1=C(CN(C(=O)NCC2=CC(=C(C=C2)OC)F)C[C@@H]2CN(CC2)C)C=CC(=C1)F (S)-1-(2,4-difluorobenzyl)-3-(3-fluoro-4-methoxybenzyl)-1-((1-methylpyrrolidin-3-yl)methyl)urea